(R)-N-Boc-3-fluoro-4-carbonylpyrrolidine C(=O)(OC(C)(C)C)N1C[C@@H](C(C1)=C=O)F